2-(3-benzyl-1-bromo-3-azabicyclo[3.1.0]hexane-6-yl)acetic acid C(C1=CC=CC=C1)N1CC2(C(C2C1)CC(=O)O)Br